N-(4-chlorophenyl)-4-(2-iodo-6,7-dihydropyrazolo[1,5-a]pyrimidin-4(5H)-yl)pyrimidin-2-amine ClC1=CC=C(C=C1)NC1=NC=CC(=N1)N1C=2N(CCC1)N=C(C2)I